N'-(3-methyl-2-hydroxybenzylidene)-2-(3-methylphenoxy)butanoyl-hydrazine CC=1C(=C(C=NNC(C(CC)OC2=CC(=CC=C2)C)=O)C=CC1)O